tert-butyl 2-(3-(5-(2-chloro-6-cyano-4-(1-methyl-1-(4-((2-methylsulfanylpyrimidin-4-yl)methoxy)phenyl)ethyl) phenoxy)pentoxy)propoxy)acetate ClC1=C(OCCCCCOCCCOCC(=O)OC(C)(C)C)C(=CC(=C1)C(C)(C1=CC=C(C=C1)OCC1=NC(=NC=C1)SC)C)C#N